OCCN(CCN1N=NC2=C1C=CC(=C2C)CCC(=O)[O-])C2=CC=CC=C2 3-(1-{2-[(2-hydroxyethyl)(phenyl)amino]ethyl}-4-methyl-1H-benzotriazol-5-yl)propanoate